5-(3,5-dimethylphenyl)-2-mesitylimidazo[1,5-a]pyridin-2-ium chloride [Cl-].CC=1C=C(C=C(C1)C)C1=CC=CC=2N1C=[N+](C2)C2=C(C=C(C=C2C)C)C